(4-(8-(4-aminophenyl)-1-((4-methoxybenzyl)amino)pyrrolo[1,2-a]pyrazin-6-yl)-3,6-dihydropyridin-1(2H)-yl)-2-methylpropan-1-one NC1=CC=C(C=C1)C=1C=C(N2C1C(=NC=C2)NCC2=CC=C(C=C2)OC)C=2CCN(CC2)C(C(C)C)=O